2-[2-chloro-4-(4-chlorophenyl)-5-[2-(difluoromethyl)pyridin-4-yl]-1H-imidazol-1-yl]-1-{2,7-diazaspiro[3.5]nonan-7-yl}ethan-1-one ClC=1N(C(=C(N1)C1=CC=C(C=C1)Cl)C1=CC(=NC=C1)C(F)F)CC(=O)N1CCC2(CNC2)CC1